OC1=C(C(NC2=NC=CC=C12)=O)[N+](=O)[O-] 4-hydroxy-3-nitro-1,8-naphthyridin-2(1H)-one